C1(CC1)C1=CN=C2N(N=C(C(=C2)C)N2CCC(CC2)OC2=CC3=C(OC(C(O3)([2H])[2H])([2H])[2H])C=C2)C1=O 3-cyclopropyl-7-(4-((2,3-dihydrobenzo[b][1,4]dioxin-6-yl-2,2,3,3-d4)oxy)piperidin-1-yl)-8-methyl-4H-pyrimido[1,2-b]pyridazin-4-one